Methyl 3-(4-methyl-3-((1-(naphthalen-1-yl)cyclopropyl) carbamoyl)phenyl)propanoate CC1=C(C=C(C=C1)CCC(=O)OC)C(NC1(CC1)C1=CC=CC2=CC=CC=C12)=O